FC(OC1=CC(=C(C(=C1)C(C)C)NC(=O)N=[S@@](=O)(N)C1=CN=C(S1)C(C)(C)O)CC)F (S)-N'-(4-(difluoromethoxy)-2-ethyl-6-isopropylphenyl-carbamoyl)-2-(2-hydroxypropan-2-yl)thiazole-5-sulfonimidamide